TRANS-{4-methyl-2-[6-methyl-3-(2H-1,2,3-triazol-2-yl)pyridine-2-carbonyl]-2-azabicyclo[3.1.1]heptan-3-yl}methanol CC1C(N(C2CC1C2)C(=O)C2=NC(=CC=C2N2N=CC=N2)C)CO